ClC1=NC(=C2C(=N1)N(N=C2)[C@@H]2[C@H]([C@H]([C@H](C2=O)COCP(O)(=O)OCOC(=O)OCC)O)O)NC2CCCC2 ({[(2R,3S,4R,5R)-5-[6-chloro-4-(cyclopentylamino)-1H-pyrazolo[3,4-d]pyrimidin-1-yl]-3,4-dihydroxyoxocyclopent-2-yl]methoxy}methyl)({[(ethoxycarbonyl)-oxy]methoxy})phosphinic acid